6-(4-((4-(1H-pyrazol-4-yl)phenyl)-amino)-pyrimidin-2-yl)-N-methyl-N-(2,2,2-trifluoroethyl)-benzo[b]-thiophene-2-carboxamide N1N=CC(=C1)C1=CC=C(C=C1)NC1=NC(=NC=C1)C=1C=CC2=C(SC(=C2)C(=O)N(CC(F)(F)F)C)C1